ClC1=C(C=CC(=C1)C(=O)N1[C@H]([C@@H](N(CC1)C1=CC(=CC=C1)Cl)C)C)[S@](=O)CC(=O)C1=CC=C(C=C1)F |&1:24| (±)-2-((2-Chloro-4-(4-(3-chlorophenyl)-trans-2,3-dimethylpiperazine-1-carbonyl)phenyl)sulfinyl)-1-(4-fluorophenyl)ethan-1-one